ClC=1C=C(NC2(CCC3([C@@H](CC4=CC=CC=C34)C[C@H](CNC3=CC=NC=C3)C)CC2)C(=O)O)C=CC1 (1r,2'R,4R)-4-(3-chloroanilino)-2'-{(2R)-2-methyl-3-[(pyridin-4-yl)amino]propyl}-2',3'-dihydrospiro[cyclohexane-1,1'-indene]-4-carboxylic acid